N1CCC(CC1)C1=CC=C(N=N1)C(=O)NC1CCC(CC1)OC1=CC(=C(C=C1)C#N)Cl 6-(hexahydropyridin-4-yl)-N-[(1r,4r)-4-[(3-chloro-4-cyanophenyl)oxy]cyclohexyl]-1,2-diazine-3-carboxamide